N-(2-OXO-1-THIOPHEN-3-YL-ETHYL)-ACETAMIDE O=CC(C1=CSC=C1)NC(C)=O